C1(CC1)C=1C=C(C(=O)O)C=CC1NC1=C(C(=CC=C1)C(NCCC(C)C)=O)C1CC1 3-cyclopropyl-4-({2-cyclopropyl-3-[(3-methylbutyl)carbamoyl]phenyl}amino)benzoic acid